1-(((trimethylsilyl)methyl)-1H-1,2,3-triazole-4-yl)-3-((2-(trimethylsilyl)ethoxy)methoxy)pyridine C[Si](C)(C)CN1N=NC(=C1)N1CC(=CC=C1)OCOCC[Si](C)(C)C